NC1=CC(=C(C=C1OC)C=1CCN(CC1)C(=O)OC(C)(C)C)F tert-butyl 4-(4-amino-2-fluoro-5-methoxy-phenyl)-3,6-dihydro-2H-pyridine-1-carboxylate